(4S,5S)-4-Hydroxy-5-((S)-5H-imidazo[5,1-a]isoindol-5-yl)-4,5,6,7-tetrahydropyrazolo[1,5-a]pyridin-3-carbonitril O[C@@H]1C=2N(CC[C@H]1[C@@H]1N3C(C4=CC=CC=C14)=CN=C3)N=CC2C#N